(R)-6-(((1-(1-(tert-butyl)piperidin-4-yl)-1H-1,2,3-triazol-4-yl)(4-methylthiazol-5-yl)methyl)amino)-8-chloro-4-((3-chloro-2-fluorophenyl)amino)quinoline-3-carbonitrile C(C)(C)(C)N1CCC(CC1)N1N=NC(=C1)[C@H](C1=C(N=CS1)C)NC=1C=C2C(=C(C=NC2=C(C1)Cl)C#N)NC1=C(C(=CC=C1)Cl)F